C(#N)C=1C=CC(=C(C1)C1=CC(=NC=C1C(=O)OCC)F)OC ethyl 4-(5-cyano-2-methoxyphenyl)-6-fluoronicotinate